2-(4,4-difluoropiperidin-1-yl)-9-(trifluoromethyl)-7H-pyrimido[5',4':3,4]cyclopenta[1,2-c]quinolin-7-one FC1(CCN(CC1)C=1C=C2C3=C(C=NC2=CC1)C(C1=C3C=NC(=N1)C(F)(F)F)=O)F